1-[5-[7-fluoro-2-[4-(3-methoxy-2-pyridyl)piperazine-1-carbonyl]-4-(4,4,5,5-tetramethyl-1,3,2-dioxaborolan-2-yl)-1H-indol-6-yl]-3,6-dihydro-2H-pyridin-1-yl]-3-(triazol-1-yl)propan-1-one FC=1C(=CC(=C2C=C(NC12)C(=O)N1CCN(CC1)C1=NC=CC=C1OC)B1OC(C(O1)(C)C)(C)C)C1=CCCN(C1)C(CCN1N=NC=C1)=O